The molecule is a polyunsaturated fatty acid anion that is the conjugate base of (18Z,21Z,24Z,27Z,30Z,33Z)-hexatriacontahexaenoic acid, obtained by deprotonation of the carboxy group; major species at pH 7.3. It is a conjugate base of a (18Z,21Z,24Z,27Z,30Z,33Z)-hexatriacontahexaenoic acid. CC/C=C\\C/C=C\\C/C=C\\C/C=C\\C/C=C\\C/C=C\\CCCCCCCCCCCCCCCCC(=O)[O-]